CC(CCCCCCCCCCCC)CCCCCC(CCCCCCCCCCCCCCCC)C 13,19-dimethyl-pentatriacontane